FC1=CC=C2C(=NN(C2=C1)C)C1CCNCC1 6-fluoro-1-methyl-3-(piperidin-4-yl)-1H-indazole